4-(naphthalene-1-yl)-4-oxobutanoic acid C1(=CC=CC2=CC=CC=C12)C(CCC(=O)O)=O